6-[[3-(dimethylamino)cyclobutyl]amino]pyridine-2-carbonitrile CN(C1CC(C1)NC1=CC=CC(=N1)C#N)C